FC(C1=CC=C(C=C1)C=1C=C2C=CC(=NC2=CC1)N1CCC(CC1)C(=O)O)(F)F 1-(6-(4-(trifluoromethyl)phenyl)quinolin-2-yl)piperidine-4-carboxylic acid